Benzyl ((S)-1-(((S)-1-(((1R,2S)-1-cyano-1-hydroxy-3-((S)-2-oxopiperidin-3-yl)propan-2-yl)amino)-4-methyl-1-oxopentan-2-yl)amino)-3-(naphthalen-1-yl)-1-oxopropan-2-yl)carbamate C(#N)[C@@H]([C@H](C[C@H]1C(NCCC1)=O)NC([C@H](CC(C)C)NC([C@H](CC1=CC=CC2=CC=CC=C12)NC(OCC1=CC=CC=C1)=O)=O)=O)O